ClC1=CC=C(C=C1)CN1C([C@H](CS(C2=C1C=C(C(=C2)F)C=2N=NN(N2)C2CNCCC2)(=O)=O)NC(OC(C)(C)C)=O)=O tert-butyl N-[(3R)-5-[(4-chlorophenyl)methyl]-8-fluoro-1,1,4-trioxo-7-[2-(3-piperidyl) tetrazol-5-yl]-2,3-dihydro-1λ6,5-benzothiazepin-3-yl]carbamate